ethyl 5-methyl-4-((1-methyl-1H-indazol-5-yl)sulfonyl)-1H-pyrrole-2-carboxylate CC1=C(C=C(N1)C(=O)OCC)S(=O)(=O)C=1C=C2C=NN(C2=CC1)C